4-ethoxy-N-(3-fluoro-4-{[2-(5-{[(2-methoxyethyl)amino]methyl}pyridin-2-yl)thieno[3,2-b]pyridin-7-yl]oxy}phenyl)-1-(4-fluorophenyl)-2-oxo-1,2-dihydropyridine-3-carboxamide C(C)OC1=C(C(N(C=C1)C1=CC=C(C=C1)F)=O)C(=O)NC1=CC(=C(C=C1)OC1=C2C(=NC=C1)C=C(S2)C2=NC=C(C=C2)CNCCOC)F